3-(octanoylsulfanyl)-1-propyltriethoxysilane C(CCCCCCC)(=O)SCCC[Si](OCC)(OCC)OCC